N-(2-aminoethyl)-4-((3-(4-methoxyphenyl)imidazo[1,2-a]pyrazin-8-yl)amino)-2-methylbenzamide NCCNC(C1=C(C=C(C=C1)NC=1C=2N(C=CN1)C(=CN2)C2=CC=C(C=C2)OC)C)=O